2-ethyl-2-hydroxybutanoic acid C(C)C(C(=O)O)(CC)O